C(C)(C)(C)OC(=O)N(C(OC(C)(C)C)=O)C[C@H]1NC([C@@](OCC1)(C)C=1C=C(C=CC1)C1=CC=C(C=C1)Cl)=O tert-Butyl (tert-butoxycarbonyl)(((2R,5S)-2-(4'-chloro-[1,1'-biphenyl]-3-yl)-2-methyl-3-oxo-1,4-oxazepan-5-yl)methyl)carbamate